N1=NC=CC2=C1C=1N(CCC2)N=C2C1CN(CC2)C(=O)OC(C)(C)C tert-Butyl 6,7,10,11-tetrahydro-5H-pyridazino[3,4-c]pyrido[4',3':3,4]pyrazolo[1,5-a]azepine-12(13H)-carboxylate